NC=1C(=NC(=CC1)C=1C(=C2C(=NC1)NC[C@]21C[C@@](CC1)(C)C#N)Cl)C(=O)N(C)C 3-Amino-6-((1R,3S)-4'-chloro-3-cyano-3-methyl-1',2'-dihydrospiro[cyclopentane-1,3'-pyrrolo[2,3-b]pyridin]-5'-yl)-N,N-dimethylpicolinamide